CC1(CN(C1)CCNC(C1=CC(=CC(=C1)C(F)(F)F)NC(CC1=C(C=C(C=C1)C=1C=NC(=CC1OCC)OCC1=CC=C(C=C1)OC)F)=O)=O)C N-(2-(3,3-dimethylazetidin-1-yl)ethyl)-3-(2-(4-(4-ethoxy-6-((4-methoxybenzyl)oxy)pyridine-3-yl)-2-fluorophenyl)acetamido)-5-(trifluoromethyl)benzamide